N,N-diethyl-1-methyl-piperidine-4-carboxamide hydrate hydrochloride Cl.O.C(C)N(C(=O)C1CCN(CC1)C)CC